CN1C=NC2=CC=C(C=C2C1=O)N1C(=NC2=C1CCC2)C2=NC(=CC=C2)C 3-methyl-6-(2-(6-methylpyridin-2-yl)-5,6-dihydro-cyclopenta[d]imidazol-1(4H)-yl)quinazolin-4(3H)-one